ClC1=C(C=C2C=C(N=CC2=C1)NC(=O)[C@@H]1CC12CC2)N2CCN(CC2)[C@@]2(COC[C@@H]2F)C (R)-N-[7-chloro-6-[4-((3R,4R)-4-fluoro-3-methyl-tetrahydrofuran-3-yl)piperazin-1-yl]-3-isoquinolyl]spiro[2.2]pentane-2-carboxamide